[N+](=O)([O-])C=1C=C(C=CC1)S(=O)(=O)NC(=O)C1=NOC(C1)(C1=CC=CC=C1)C1=CC=CC=C1 N-((3-nitrophenyl)sulfonyl)-5,5-diphenyl-4,5-dihydroisoxazole-3-carboxamide